4-[5-[3-amino-6-(4-isopropylsulfonylphenyl)pyrazin-2-yl]-1,3,4-oxadiazol-2-yl]phenol NC=1C(=NC(=CN1)C1=CC=C(C=C1)S(=O)(=O)C(C)C)C1=NN=C(O1)C1=CC=C(C=C1)O